C(C)(=O)[O-].[K+] Kalium acetat